5-(5-Chloro-2-isopropyl-4-methoxy-phenoxy)-pyrimidine-2,4-diamine ClC=1C(=CC(=C(OC=2C(=NC(=NC2)N)N)C1)C(C)C)OC